N-(5-(3-(9H-purin-6-yl)pyridin-2-ylamino)-2-fluorophenyl)-3-(methylthio)benzamid N1=CN=C2NC=NC2=C1C=1C(=NC=CC1)NC=1C=CC(=C(C1)NC(C1=CC(=CC=C1)SC)=O)F